3,6-dimethyl-1,4-oxazepan-6-ol CC1COCC(CN1)(O)C